C(CCC)[Sn](CCCC)(CCCC)C1=NC=C(C=N1)C(F)(F)F (tributylstannyl)-5-(trifluoromethyl)pyrimidine